N-[(2S)-2-Hydroxypropanoyl]methionine O[C@H](C(=O)N[C@@H](CCSC)C(=O)O)C